O.O.O.C(C)(=O)N[C@@H](C(CC)CC)[C@@H]1[C@@H]([C@H](C[C@H]1NC=NN)C(=O)O)O (1S,2S,3R,4R)-3-[(1S)-1-acetylamino-2-ethylbutyl]-4-[(aminoiminomethyl)amino]-2-hydroxycyclopentanecarboxylic acid trihydrate